dodecafluoroheptane FC(C(C(C(C(C(F)(F)F)(F)F)(F)F)(F)F)(F)F)C